1-[(4-ethoxy-3-fluorobenzyl)oxy]-6-[(triisopropylsilyl)oxy]-2-hexanol C(C)OC1=C(C=C(COCC(CCCCO[Si](C(C)C)(C(C)C)C(C)C)O)C=C1)F